(S,6R)-N'-((1,2,3,5,6,7-hexahydro-s-indacen-4-yl)carbamoyl)-6-methyl-6-(methylamino)-6,7-dihydro-5H-pyrazolo[5,1-b][1,3]oxazine-3-sulfonimidamide C1CCC2=C(C=3CCCC3C=C12)NC(=O)N=[S@@](=O)(N)C=1C=NN2C1OC[C@@](C2)(NC)C